C(CCCCCCCC)C(CO)(OC1=CC=CC=C1)O nonylphenoxymonoethyleneglycol